2,4-thiazolidine C1SCNC1